carboxyethyl thioacrylate C(C=C)(=S)OCCC(=O)O